tert-butyl 5-[(2-{[4-(methoxycarbonyl)phenyl]meth-oxy}phenyl)methyl]-2,5-diazabicyclo[2.2.1]heptane-2-carboxylate COC(=O)C1=CC=C(C=C1)COC1=C(C=CC=C1)CN1C2CN(C(C1)C2)C(=O)OC(C)(C)C